COC(=O)C=1C=CC2=C(N(C(=N2)CC2=C(C=C(C(=C2)F)C2=NC(=CC=C2)OCC2=C(C=C(C=C2)Cl)F)F)C[C@H]2OCC2)C1 (S)-2-(4-(6-((4-chloro-2-fluorobenzyl)oxy)pyridin-2-yl)-2,5-difluorobenzyl)-1-(oxetan-2-ylmethyl)-1H-benzo[d]imidazole-6-carboxylic acid methyl ester